3-aminothiosulfolane NC1CS(=S)(=O)CC1